C(#N)C1=C(C=CC=C1OC(F)(F)F)NC(=O)[C@H]1NC[C@@H](C1)F (2S,4R)-N-(2-cyano-3-(trifluoromethoxy)phenyl)-4-fluoropyrrolidine-2-carboxamide